OC([C@H](C[C@H]1C(NCC1)=O)NC([C@H](CC(C)C)NC(C(=O)NC1=CC=CC=C1)=O)=O)COC1=C(C(=CC(=C1F)F)F)F N1-((2S)-1-(((2S)-3-hydroxy-1-((S)-2-oxopyrrolidin-3-yl)-4-(2,3,5,6-tetrafluorophenoxy)butan-2-yl)amino)-4-methyl-1-oxopentan-2-yl)-N2-phenyloxalamide